4-methylamino-piperidin CNC1CCNCC1